C(=O)NN N-formyl-hydrazine